(acrylamide) ethyl-glycolate C(C)C(C(=O)O)O.C(C=C)(=O)N